C(C)(C)(C)OC(NCC=1C=C2CN(C(C2=CC1)=O)C1C(NC(CC1)=O)=O)=O.N1(CCNCC1)C1=CC=C(C=C1)NC1=NC2=C(C=CC=C2C=N1)C=1C=C(C=NC1)NC(C=C)=O N-(5-(2-((4-(piperazin-1-yl)phenyl)amino)quinazolin-8-yl)pyridin-3-yl)acrylamide tert-butyl-N-[[2-(2,6-dioxo-3-piperidyl)-1-oxo-isoindolin-5-yl]methyl]carbamate